S1C=NC=C1CN1CCN(CC1)C1=C(C=C(C=C1)C(F)(F)F)NC(C1=NC=CC=C1)=O N-(2-(4-(thiazol-5-ylmethyl)piperazin-1-yl)-5-(trifluoromethyl)phenyl)-picolinamide